2-[1-[2-(4,4-Dimethyl-1-piperidyl)-6-methyl-4-oxo-chromen-8-yl]ethylamino]benzonitrile CC1(CCN(CC1)C=1OC2=C(C=C(C=C2C(C1)=O)C)C(C)NC1=C(C#N)C=CC=C1)C